4-[5-(4-pyridyl)pentyl]pyridine N1=CC=C(C=C1)CCCCCC1=CC=NC=C1